N1N=C(N=C1)N1C[C@@H](CCC1)NC1=NC=NC(=C1)N1CCOCC1 (R)-N-(1-(1H-1,2,4-Triazol-3-yl)piperidin-3-yl)-6-morpholinopyrimidin-4-amine